FC(OC1(CCC1)C1=NN=C(O1)C12CC(C1)(C2)C(=O)NC(=O)C2=NC1=CC=C(C=C1C=C2)C(F)(F)F)(F)F N-[1-[5-[3-cis-(trifluoromethoxy)cyclobutyl]-1,3,4-oxadiazol-2-yl]-3-bicyclo[1.1.1]pentanoyl]-6-(trifluoromethyl)quinoline-2-carboxamide